6-bromo-4-(3,3-dimethylpyrrolidin-1-yl)thieno[2,3-d]pyrimidine BrC1=CC2=C(N=CN=C2N2CC(CC2)(C)C)S1